2,2-bistetrahydrofurylpropane O1C(CCC1)C(C)(C)C1OCCC1